(5-(2-fluoro-6-methoxyphenyl)-1H-pyrazolo[3,4-c]pyridin-3-yl)-4-(4-methylpiperazin-1-yl)benzamide FC1=C(C(=CC=C1)OC)C=1C=C2C(=CN1)NN=C2C2=C(C(=O)N)C=CC(=C2)N2CCN(CC2)C